benzyl (2R,5R)-2-formyl-5-propylpyrrolidine-1-carboxylate C(=O)[C@@H]1N([C@@H](CC1)CCC)C(=O)OCC1=CC=CC=C1